(7S)-9-(2,6-difluorophenyl)-N-(cis-3-hydroxycyclobutyl)-7-methyl-13-oxa-18-thia-2,3,5,8-tetrazatetracyclo[8.8.0.02,6.011,17]octadeca-1(10),3,5,8,11(17)-pentaene-4-carboxamide FC1=C(C(=CC=C1)F)C1=N[C@H](C2=NC(=NN2C=2SC=3CCCOCC3C12)C(=O)N[C@@H]1C[C@@H](C1)O)C